C(CCCCCCCCCCC)C=1C(=C(C(=O)[O-])C=CC1)O.[Mo+4].C(CCCCCCCCCCC)C=1C(=C(C(=O)[O-])C=CC1)O.C(CCCCCCCCCCC)C=1C(=C(C(=O)[O-])C=CC1)O.C(CCCCCCCCCCC)C=1C(=C(C(=O)[O-])C=CC1)O molybdenum dodecylhydroxybenzoate